C1(=CC=CC=C1)C(NC(C1=CC=CC=C1)=O)C1=CC=C(C=C1)Br N-(phenyl-(p-bromophenyl)methyl)benzamide